8-acetyl-3,6-dimethyl-2-tetrahydropyran-4-yl-quinazolin-4-one C(C)(=O)C=1C=C(C=C2C(N(C(=NC12)C1CCOCC1)C)=O)C